(R)-(-)-2,2-dimethyl-1,3-dioxole-4-methanol CC1(OC=C(O1)CO)C